COC1[C@@H](O)[C@@H](O)[C@H](O)[C@H](O1)CO O-methyl-D-mannopyranose